(R)-8-(1-aminoethyl)-2-cyclobutyl-3,6-dimethylquinazolin-4(3H)-one N[C@H](C)C=1C=C(C=C2C(N(C(=NC12)C1CCC1)C)=O)C